5-chloro-2-[2-[5-(difluoromethyl)-3-isoxazolyl]phenoxy]pyrimidine ClC=1C=NC(=NC1)OC1=C(C=CC=C1)C1=NOC(=C1)C(F)F